ClC1=C(C=2N=C(N=CC2C(=N1)N1[C@H](CC1)CN1N=CC=C1)SC)F 1-{[(2R)-1-[7-chloro-8-fluoro-2-(methylsulfanyl)pyrido[4,3-d]pyrimidin-5-yl]azetidin-2-yl]methyl}pyrazole